2,3-diphenyloxirane C1(=CC=CC=C1)C1OC1C1=CC=CC=C1